3-(azetidin-3-yl)-5-[6-(trifluoromethyl)-3-pyridinyl]-1,2,4-oxadiazole N1CC(C1)C1=NOC(=N1)C=1C=NC(=CC1)C(F)(F)F